n-propyl (2-fluoroethyl) carbonate C(OCCC)(OCCF)=O